CC1=C(C=C(C(N1)=O)C(=O)O)[N+](=O)[O-] 6-methyl-5-nitro-2-oxo-1H-pyridine-3-carboxylic acid